2-bromo-N-(2,4-difluorophenyl)-N-methyl-5-nitrobenzamide BrC1=C(C(=O)N(C)C2=C(C=C(C=C2)F)F)C=C(C=C1)[N+](=O)[O-]